ClC=1C=CC(=C(CNCC2CCN(CC2)C(=O)OC(C)(C)C)C1)OCC tert-butyl 4-(((5-chloro-2-ethoxybenzyl)amino)methyl)piperidine-1-carboxylate